C(C)(C)(C)OC=1C=C(C=C(C1)F)C1=CC(=NN1C(F)(F)F)N 5-(3-(tert-butoxy)-5-fluorophenyl)-1-(trifluoromethyl)-1H-pyrazol-3-amine